(Z)-3-amino-5-methyl-hex-2-enenitrile N\C(=C/C#N)\CC(C)C